methyl-α-fluoroacrylate COC(C(=C)F)=O